FC(C1=NC=C(C(=C1)C1=CC(=NC=C1C(=O)NC=1SC=2C=NC(=CC2N1)C(F)(F)F)N1C(C(=CC=C1)F)=O)OC)F 2''-(difluoromethyl)-3-fluoro-5''-methoxy-2-oxo-N-(6-(trifluoromethyl)thiazolo[5,4-c]pyridin-2-yl)-2H-[1,2':4',4''-terpyridine]-5'-carboxamide